4-acetyl-3,5-dihydroxy-6-methyl-2-{[5,7-dihydroxy-2,2-dimethyl-8-(1-oxo-3-phenylprop-2-enyl)-2H-chromen-6-yl]methyl}phenolate C(C)(=O)C1=C(C(=C(C(=C1O)C)[O-])CC=1C(=C2C=CC(OC2=C(C1O)C(C=CC1=CC=CC=C1)=O)(C)C)O)O